2-(4-chlorophenyl)-4-[[2,5-difluorophenylmethylsulfonyl]oxy]-5-amino-3(2H)-furanone ClC1=CC=C(C=C1)C1OC(=C(C1=O)OS(=O)(=O)CC1=C(C=CC(=C1)F)F)N